2-(2-Hydroxyethyl-(3-imidazol-1-ylpropyl)-amino)ethanol OCCN(CCO)CCCN1C=NC=C1